C(C(=C)C)(=O)O.CC(C(=O)N)=C methyl-acrylamide methacrylate